(Diethylamino)titanium (IV) C(C)N(CC)[Ti+3]